C(=O)C=1C=CC=C(C(=O)[O-])C1 5-formylbenzoate